(R)-4-(7-(4-chloro-1-methyl-1H-pyrazol-5-yl)-2-(6-fluoro-1H-indol-4-yl)thieno[3,2-d]Pyrimidin-4-yl)-3-methylmorpholine ClC=1C=NN(C1C1=CSC2=C1N=C(N=C2N2[C@@H](COCC2)C)C2=C1C=CNC1=CC(=C2)F)C